C(C)(C)(C)OC(=O)C(CCC)CC Hexane-4-carboxylic acid tert-butyl ester